5-(3-cyano-1-cyclopentyl-indol-5-yl)pyrazine-2-carboxylic acid C(#N)C1=CN(C2=CC=C(C=C12)C=1N=CC(=NC1)C(=O)O)C1CCCC1